C1(CC1)C1=C(C=C(C(=O)OC)C=C1S(NC1=C(C=CC(=C1)C(F)(F)F)C1NCCCC1)(=O)=O)F methyl 4-cyclopropyl-3-fluoro-5-(N-(2-(piperidin-2-yl)-5-(trifluoromethyl)phenyl)sulfamoyl)benzoate